2-{3-[3-(methylamino)pyrrolidin-1-yl]-1,2,4-triazin-6-yl}-5-(2-methyl-2H-1,2,3-triazol-4-yl)phenol CNC1CN(CC1)C=1N=NC(=CN1)C1=C(C=C(C=C1)C1=NN(N=C1)C)O